(S)-5-(4-((R)-1-amino-2-hydroxyethyl)-1H-1,2,3-triazol-1-yl)-4-(3-((1S,2S)-1-carboxy-2-hydroxypropyl)ureido)pentanoic acid N[C@@H](CO)C=1N=NN(C1)C[C@H](CCC(=O)O)NC(=O)N[C@@H]([C@H](C)O)C(=O)O